COC1=CC=C(C=C1)C1=C(C(=NN1C1=CC=C(C=C1)F)C(F)(F)F)C#N 5-(4-methoxyphenyl)-1-(4-fluorophenyl)-3-trifluoromethyl-1H-pyrazole-4-carbonitrile